NC1=NC=2C=C(C=CC2C2=C1N=C(N2CC(C)(C)O)CCCC)CC=2C=C(C(=O)NCCN)C=CC2 3-((4-amino-2-butyl-1-(2-hydroxy-2-methylpropyl)-1H-imidazo[4,5-c]quinolin-7-yl)methyl)-N-(2-aminoethyl)benzamide